O=C1C(=CC=2C(=NC=CN2)N1CC1=NC=CN=C1OCC(F)(F)F)C1CCN(CC1)C(=O)OC(C)(C)C tert-butyl 4-(6-oxo-5-((3-(2,2,2-trifluoroethoxy)pyrazin-2-yl)methyl)-5,6-dihydropyrido[2,3-b]pyrazin-7-yl)piperidine-1-carboxylate